6-Fluoro-7-(morpholin-4-yl)-4-oxo-N-[3,3,4,4,4-pentafluorobutan-2-yl]-1-(2,4,6-trifluoro-phenyl)-1,4-dihydro-1,8-naphthyridine-3-carboxamide FC=1C=C2C(C(=CN(C2=NC1N1CCOCC1)C1=C(C=C(C=C1F)F)F)C(=O)NC(C)C(C(F)(F)F)(F)F)=O